BrC=1C=2N(C=C(C1)C1CC1)C=C(N2)CN2N=NC(=C2)C(=O)OCC ethyl 1-((8-bromo-6-cyclopropylimidazo[1,2-a]pyridin-2-yl)methyl)-1H-1,2,3-triazole-4-carboxylate